dihydrofuran-2-acetate O1C(CC=C1)CC(=O)[O-]